4-ethyl-homopiperazineamide C(C)N1CCN(CCC1)C(=O)N